C1(=CC=CC=C1)NC(=O)NC=1C=C2N=CC=NC2=CC1 N-(PHENYL)-N'-(6-QUINOXALINYL)-UREA